C1(CC1)CS(=O)(=O)NC=1C=CC=C2C(=CNC12)C1=NC(=NC=C1C(F)(F)F)N[C@@H]1CNCCC1 (S)-1-cyclopropyl-N-(3-(2-(piperidin-3-ylamino)-5-(trifluoromethyl)pyrimidin-4-yl)-1H-indol-7-yl)methanesulfonamide